C(C)(C)(C)OC(=O)N[C@@H](C(=O)OC)C1CCCC1 methyl (R)-2-((tert-butoxycarbonyl)amino)-2-cyclopentylacetate